bromocurcumin BrCOC1=CC(=CC=C1O)\C=C\C(=O)CC(=O)\C=C\C1=CC=C(O)C(OC)=C1